CC1=C(C=C(N=N1)C=1C(NC(NC1)=O)=O)C1=CN(C=C1)CC1=CC=NC2=CC=CC=C12 5-(6-methyl-5-(1-(quinolin-4-ylmethyl)-1H-pyrrol-3-yl)pyridazin-3-yl)pyrimidine-2,4(1H,3H)-dione